quinoxaline-2,3,7,8(1h,4h)-tetraone N1C(C(NC=2C=CC(C(C12)=O)=O)=O)=O